2-aminoethyl-bis(3-aminopropyl)amine NCCN(CCCN)CCCN